(R)-2,2,2-trifluoro-1-(4-isopropylphenyl)-1-(4-methoxyphenyl)ethan-1-amine FC([C@](N)(C1=CC=C(C=C1)OC)C1=CC=C(C=C1)C(C)C)(F)F